C(C)(C)(C)N(C(O)=O)C(CCS(=O)(=N)C1=CC(=CC=C1)Br)(CC)CC.N1=CC=CC2=CC=CC(=C12)C(C=O)C (quinolin-8-yl)propanal tert-butyl-(1-(3-bromophenylsulfonimidoyl)-3-ethylpentan-3-yl)carbamate